ClC=1C(=C(C=CC1F)[C@H]1[C@@H](O[C@](C1)(C(F)(F)F)C)C(=O)NC1=CC(=NC=C1)C(=O)NC)OC 4-((2R,3S,5R)-3-(3-chloro-4-fluoro-2-methoxyphenyl)-5-methyl-5-(trifluoromethyl)tetrahydrofuran-2-carboxamido)-N-methylpicolinamide